FC(C(=O)O)(F)F.C1(CC1)[C@H]1CN(CCN1)C=1N=NC(=CN1)C1=C(C=C(C=C1)C=1N=C(SC1)C)O 2-{3-[(3S)-3-cyclopropylpiperazin-1-yl]-1,2,4-triazin-6-yl}-5-(2-methyl-1,3-thiazol-4-yl)phenol trifluoroacetate